N-(8-fluoro-3-quinolyl)-2-methyl-3-phenyl-propan-amide FC=1C=CC=C2C=C(C=NC12)NC(C(CC1=CC=CC=C1)C)=O